ClC1=C(C=NC=2OCCN(C21)C(=O)OC(C)(C)C)N2CC=1N=C(N=CC1CC2)NC2=CC=C(C=C2)CS(=O)(=O)C tert-butyl 8-chloro-7-(2-{[4-(methanesulfonylmethyl) phenyl] amino}-5H,6H,7H,8H-pyrido[3,4-d]pyrimidin-7-yl)-1H,2H,3H-pyrido[2,3-b][1,4]oxazine-1-carboxylate